potassium methyl benzenedisulfonate C=1(C(=CC=CC1)S(=O)(=O)[O-])S(=O)(=O)OC.[K+]